FC(C(CC(=O)N(C)OC)C(F)(F)F)(F)F 4,4,4-trifluoro-N-methoxy-N-methyl-3-(trifluoromethyl)butanamide